2-azabicyclo[2.2.1]heptane-3-carboxylic acid methyl ester COC(=O)C1NC2CCC1C2